2,4,6-tris(trichloromethyl)-Triazine ClC(N1NC(=CC(=N1)C(Cl)(Cl)Cl)C(Cl)(Cl)Cl)(Cl)Cl